BrC(COCCOCCOCCO)(Br)O dibromotetraethylene glycol